tri-iso-propylamine C(C)(C)N(C(C)C)C(C)C